COC1=CC=C(C=C1)C1=NN(N=C1)C1=CC(=CC=C1)C(C)SC1=NN=CN1C 4-(4-methoxyphenyl)-2-(3-(1-((4-methyl-4H-1,2,4-triazol-3-yl)thio)ethyl)phenyl)-2H-1,2,3-triazole